7-chloro-2-methanesulfonyl-9H-indeno[2,1-d]pyrimidin-9-one ClC1=CC=2C(C=3N=C(N=CC3C2C=C1)S(=O)(=O)C)=O